C(C)(C)(C)OC(NC(CO[C@H]1[C@@H](C1)C1=CC=C(C=C1)Br)CO)=O (1-((1R,2S)-2-(4-bromophenyl)cyclopropoxy)-3-hydroxyprop-2-yl)carbamic acid tert-butyl ester